N1C(N=C(C=C1)C1=CC=CC=C1)=O pyrimidinonyl-benzene